N-(2-methoxyethyl)-2-methylbenzamide COCCNC(C1=C(C=CC=C1)C)=O